C(=O)(O)CN1CCN(CCN(CCN(CC1)CC(=O)O)CC(=O)O)C(C(=O)O)C 4,7,10-tris(carboxymethyl)-1,4,7,10-tetraazacyclododecane-1-yl-propionic acid